3-[1-[2-aminoethyl(cyclopropyl)amino]-2-fluoro-2-methyl-propyl]-2-fluoro-benzonitrile TFA salt OC(=O)C(F)(F)F.NCCN(C(C(C)(C)F)C=1C(=C(C#N)C=CC1)F)C1CC1